N1(CCCC1)CCC1OC(C2=CC=CC=C12)=O 3-(2-(pyrrolidinyl)ethyl)-1(3H)-isobenzofuranone